benzoyl-phosphate C(C1=CC=CC=C1)(=O)OP(=O)([O-])[O-]